COC=1C=C2C(=CC=NC2=CC1OC)OC1=CC=C(C=C1)NC(=O)C1(CC1)C(=O)N[C@H]1[C@@H](C2CCC1CC2)C(=O)OCC ethyl (2R,3R)-3-(1-((4-((6,7-dimethoxyquinolin-4-yl)oxy)phenyl)carbamoyl)cyclopropane-1-carboxamido)bicyclo[2.2.2]octane-2-carboxylate